[C@H]1([C@H](O)[C@@H](O)[C@@H](O)[C@H](O1)CO)OC[C@@H]([C@@H]([C@@H](CCCC)O)O)NC(CCCCCCCCCCCCCCCCCCCCCCCCCCC)=O (2S,3S,4R)-1-O-(α-D-galactosyl)-2-(N-octacosanoylamino)-1,3,4-octanetriol